methyl 6-chloro-1-(4-methoxybenzyl)-4-(1,4-dioxaspiro[4.5]dec-7-en-8-yl)-1H-pyrazolo[4,3-c]pyridine-7-carboxylate ClC1=C(C2=C(C(=N1)C1=CCC3(OCCO3)CC1)C=NN2CC2=CC=C(C=C2)OC)C(=O)OC